CC1=NC(=NC(=N1)C(Cl)(Cl)Cl)C(Cl)(Cl)Cl 2-methyl-4,6-bis(trichloromethyl)s-triazine